COC(C1CCN(CC1)C1=CC=C(C=C1)C1C2=CC=C(C=C2CCC12CCOCC2)O)OC 1-(4-(4-(Dimethoxymethyl)piperidin-1-yl)phenyl)-2',3,3',4,5',6'-hexahydro-1H-spiro[naphthalene-2,4'-pyran]-6-ol